chromium-copper-zinc [Zn].[Cu].[Cr]